C[C@H]1N(CCOC1)C=1C=C(C=2N(N1)C(=NC2)C2=CC=NN2)C2=CC=NN2C (3R)-3-methyl-4-[4-(1-methyl-1H-pyrazol-5-yl)-7-(1H-pyrazol-5-yl)imidazo[1,5-b]pyridazin-2-yl]morpholine